2,4-Dimethoxybenzyl (1S,2R)-2-((S)-8-hydroxy-1-((1-oxoisoindolin-2-yl)methyl)-1,2,3,4-tetrahydroisoquinoline-2-carbonyl)cyclohexane-1-carboxylate OC=1C=CC=C2CCN([C@@H](C12)CN1C(C2=CC=CC=C2C1)=O)C(=O)[C@H]1[C@H](CCCC1)C(=O)OCC1=C(C=C(C=C1)OC)OC